3-(2-(3,4-diethoxyphenyl)oxazol-4-yl)-1-[2-(2,2-difluoroethoxy)phenyl]propan-1-one C(C)OC=1C=C(C=CC1OCC)C=1OC=C(N1)CCC(=O)C1=C(C=CC=C1)OCC(F)F